O1CCN(CC1)C1=C(C#N)C=CC=N1 2-morpholinonicotinonitrile